9,10-dimethylbenzophenazine CC=1C(=CC2=NC=3C4=C(C=CC3N=C2C1)C=CC=C4)C